ClC1=C2C=C(NC2=CC=C1)C(=O)N1CC=2N(CC1)N=CC2C(=O)N(C)C2(CC2)COC 5-(4-chloro-1H-indole-2-carbonyl)-N-[1-(methoxymethyl)cyclopropyl]-N-methyl-4H,5H,6H,7H-pyrazolo[1,5-a]pyrazine-3-carboxamide